{2-[3-(3-methoxy-phenyl)-[1,2,4]oxadiazol-5-yl]-ethyl}-carbamic acid tert-butyl ester C(C)(C)(C)OC(NCCC1=NC(=NO1)C1=CC(=CC=C1)OC)=O